N-(2-methacryl-oxyethyl)urea C(=O)(C(=C)C)OCCNC(=O)N